4-(2-Hydroxypropan-2-yl)-N'-((2-isopropyl-3-methyl-6,7-dihydro-5H-cyclopenta[b]pyridin-4-yl)carbamoyl)thiophene-2-sulfonimidamide OC(C)(C)C=1C=C(SC1)S(=O)(N)=NC(NC1=C2C(=NC(=C1C)C(C)C)CCC2)=O